(1aS,5aS)-2-(2,4-Difluoro-phenyl)-1a,2,5,5a-tetrahydro-1H-2,3-diaza-cyclopropa[a]pentalene-4-carboxylic acid (5-fluoro-pyridin-2-yl)-amide FC=1C=CC(=NC1)NC(=O)C=1C=2C[C@H]3[C@@H](C2N(N1)C1=C(C=C(C=C1)F)F)C3